OP(O)OP(O)O.C(C)(C)(C)C1=C(C(=CC(=C1)C)C(C)(C)C)C(C(C(O)(C1=CC=CC=C1)CCCCCCCC)(CO)CO)O 2,6-di-tert-butyl-4-methylphenyl-octylphenyl-pentaerythritol diphosphite